9-(2-fluorophenyl)phenanthrene FC1=C(C=CC=C1)C=1C2=CC=CC=C2C=2C=CC=CC2C1